2-[(1S)-6,7-dichloro-1-methyl-1H,3H,4H,5H-pyrido[4,3-b]indole-2-carbonyl]-5-methoxypyrimidine ClC1=C(C=CC=2C3=C(NC12)CCN([C@H]3C)C(=O)C3=NC=C(C=N3)OC)Cl